OCOP(=O)(O)CCC(C(=O)O)=O 4-(hydroxymethylphosphono)-2-oxobutanoic acid